C(C)(=O)N1CCC(CC1)NC1=CC(=NC(=N1)C#C)C(=O)O 6-((1-acetylpiperidin-4-yl)amino)-2-acetylenyl-pyrimidine-4-carboxylic acid